The molecule is a single-stranded DNA polynucleotide consisting of a repeating unit of thymidine and 5-methyldeoxycytidine residues, with all residues connected by 3'->5' phosphodiester linkages. CC1=CN(C(=O)NC1=O)[C@H]2C[C@@H]([C@H](O2)COP(=O)(O)O)OP(=O)(O)OC[C@@H]3[C@H](C[C@@H](O3)N4C=C(C(=NC4=O)N)C)O